(chloromethyl)oxane 2-propenate C(C=C)(=O)O.ClCC1OCCCC1